N1(CCCCCC1)CC#CC1=NC=CC(=C1)N1C2CN(CC1CC2)C2=C(N=NC(=C2)C2=C(C=CC=C2)OCOC)N 4-(8-(2-(3-(azepan-1-yl)prop-1-yn-1-yl)pyridin-4-yl)-3,8-diazabicyclo[3.2.1]oct-3-yl)-6-(2-(methoxymethoxy)phenyl)pyridazin-3-amine